(S)-2-azido-propionic acid cyclohexylammonium salt C1(CCCCC1)[NH3+].N(=[N+]=[N-])[C@H](C(=O)[O-])C